[(3R)-1-ethylpiperidin-1-ium-3-yl]ammonium C(C)[NH+]1C[C@@H](CCC1)[NH3+]